NC1=CC(=C(OC2=C3C(=NC=C2)N(N=C3N[C@H](COC)C)CC3=CC=C(C=C3)OC)C=C1)F (S)-4-(4-amino-2-fluorophenoxy)-1-(4-methoxybenzyl)-N-(1-methoxypropan-2-yl)-1H-pyrazolo[3,4-b]-pyridin-3-amine